ClC1=C(C(=C(C(=C1Cl)O)C#N)C#N)O 2,3-dichloro-5,6-dicyano-4-hydroxyphenol